P(OOC(C=C)=O)(OCCCCCCC)([O-])=S acryloyloxy heptyl phosphorothioate